N1CC2(C3=CC=CC=C13)CCCC2 1',2'-dihydrospiro[cyclopentane-1,3'-indole]